C1CSSSC1 trithiane